tert-butyl (3S)-3-[[4-[1-(benzenesulfonyl)-6-[5-cyano-1-(2-trimethylsilylethoxymethyl) pyrrol-3-yl]indol-3-yl]-5-(trifluoromethyl) pyrimidin-2-yl]amino]piperidine-1-carboxylate C1(=CC=CC=C1)S(=O)(=O)N1C=C(C2=CC=C(C=C12)C1=CN(C(=C1)C#N)COCC[Si](C)(C)C)C1=NC(=NC=C1C(F)(F)F)N[C@@H]1CN(CCC1)C(=O)OC(C)(C)C